3,4-Dihydro-5-iodo-1H-2-benzopyran-1-one IC1=CC=CC2=C1CCOC2=O